5-((5-Chloro-2-(4,4-difluoro-3-methylpiperidin-1-yl)pyrimidin-4-yl)amino)-3-(3-hydroxy-3-methylbutyl)-1-methyl-1,3-dihydro-2H-benzo[d]imidazol-2-on ClC=1C(=NC(=NC1)N1CC(C(CC1)(F)F)C)NC1=CC2=C(N(C(N2CCC(C)(C)O)=O)C)C=C1